ceroplastate C(CCCCCCCCCCCCCCCCCCCCCCCCCCCCCCCCCC)(=O)[O-]